COC1=C(C=C(CC2=C(NC=3N(C2=O)N=C(C3N3CCCCC3)C3=CC=CC=C3)C)C=C1)NC 6-(4-methoxy-3-(methylamino)benzyl)-5-methyl-2-phenyl-3-(piperidin-1-yl)pyrazolo[1,5-a]pyrimidin-7(4H)-one